C(C)OC(=O)C=1N=C2N(N=C(C=C2N2[C@H](CN([C@@H](C2)CC)C(=O)OC(C)(C)C)COC)Cl)C1 8-((2R,5R)-4-(tert-Butoxycarbonyl)-5-ethyl-2-(methoxymethyl)piperazin-1-yl)-6-chloroimidazo[1,2-b]pyridazine-2-carboxylic acid ethyl ester